(4-(4-methoxypiperidin-4-yl)phenyl)(4-(4-(trifluoromethyl)phenyl)piperidin-1-yl)methanone COC1(CCNCC1)C1=CC=C(C=C1)C(=O)N1CCC(CC1)C1=CC=C(C=C1)C(F)(F)F